C1CC1OC=1C(=NC=C(C1)C1CC1)N 3-3-Cyclopropoxy-5-cyclopropylpyridin-2-amine